6-ethoxy-2-(4-ethoxy-2-fluoro-6-methylphenyl)-2,5-dihydro-4H-pyrazolo[3,4-d]pyrimidin-4-one C(C)OC=1NC(C=2C(N1)=NN(C2)C2=C(C=C(C=C2C)OCC)F)=O